C(C1=CC=CC=C1)S(=O)(=O)ON=C(CC)N N'-(toluenesulfonyloxy)-propionamidine